COC(C1=CC(=C(C=C1)[N+](=O)[O-])NC[C@H]1COCC1)=O (S)-4-Nitro-3-(((tetrahydrofuran-3-yl)methyl)amino)benzoic acid methyl ester